NC1=NC=C(C2=C1COC2)NC(C(=O)N(C(C)C2=NC=CC=C2F)CC2=CC=1C(=NSN1)C=C2)=O N1-(4-amino-1,3-dihydrofuro[3,4-c]pyridin-7-yl)-N2-(benzo[c][1,2,5]thiadiazol-5-ylmethyl)-N2-(1-(3-fluoropyridin-2-yl)ethyl)oxalamide